tert-butyl ((3R)-1-(1-(1-(4-(6-(5-azaspiro[2.3]hexan-5-yl)pyrazin-2-yl)-1H-1,2,3-triazol-1-yl)ethyl)-2-oxo-1,2-dihydropyridin-4-yl)piperidin-3-yl)(cyclopropylmethyl)carbamate C1CC12CN(C2)C2=CN=CC(=N2)C=2N=NN(C2)C(C)N2C(C=C(C=C2)N2C[C@@H](CCC2)N(C(OC(C)(C)C)=O)CC2CC2)=O